C1(CC1)N1N=CC2=C(C(=CC=C12)NC(=O)C=1N=C(SC1)C1=CN=NC=C1)N1C[C@@H](CCC1)CN(C(OC(C)(C)C)=O)C (R)-tert-butyl ((1-(1-cyclopropyl-5-(2-(pyridazin-4-yl)thiazole-4-carboxamido)-1H-indazol-4-yl)piperidin-3-yl)methyl)(methyl)carbamate